6-chloro-N-(4-(5-methyl-1,3,4,5-tetrahydro-2H-pyrido[4,3-b]indol-2-yl)butyl)imidazo[1,2-b]pyridazine-2-carboxamide ClC=1C=CC=2N(N1)C=C(N2)C(=O)NCCCCN2CC1=C(N(C=3C=CC=CC13)C)CC2